BrC=1C=C(C=CC1)C1(OC(C1)C)C(=O)NN 2-(3-bromophenyl)-4-methyl-oxetane-2-carbohydrazide